carbon phosphorus fluoride P(F)(F)F.[C]